4-(2-((1-(Azetidin-3-yl)-1H-pyrazol-4-yl)amino)-5-methylpyrimidin-4-yl)benzoic Acid N1CC(C1)N1N=CC(=C1)NC1=NC=C(C(=N1)C1=CC=C(C(=O)O)C=C1)C